5-fluoro-1,3-dihydro-2H-benzimidazol-2-one FC1=CC2=C(NC(N2)=O)C=C1